N-(2-chloro-4-fluoro-3-iodophenyl)-N-(furan-2-ylsulfonyl)furan-2-sulfonamide ClC1=C(C=CC(=C1I)F)N(S(=O)(=O)C=1OC=CC1)S(=O)(=O)C=1OC=CC1